N1N=CC2=CC(=CC=C12)C=1C2=C(NN1)C1=C(C2)SC(=C1)C=1C=CC(=NC1)N 5-(3-(1H-indazol-5-yl)-1,4-dihydrothieno[2',3':4,5]cyclopenta[1,2-c]pyrazol-6-yl)pyridin-2-amine